1-(2-chlorophenyl)-2-((4-chlorophenyl)amino)ethanol ClC1=C(C=CC=C1)C(CNC1=CC=C(C=C1)Cl)O